CN(/C=C/C1=NC(=C(C=C1C(=O)OCC)C(=O)OCC)C)C diethyl (E)-2-(2-(dimethylamino)vinyl)-6-methylpyridine-3,5-dicarboxylate